2-((3-(3-((2-(2,6-dioxopiperidin-3-yl)-1-oxoisoindolin-5-yl)methyl)ureido)-5-(trifluoromethyl)phenoxy)methyl)acrylic acid O=C1NC(CCC1N1C(C2=CC=C(C=C2C1)CNC(NC=1C=C(OCC(C(=O)O)=C)C=C(C1)C(F)(F)F)=O)=O)=O